Cl.CC1=C(C=NC(=C1)C)C(=O)Cl 4,6-dimethylpyridine-3-carbonyl chloride hydrochloride